Cl.C1(CC1)C1=C(C(=NO1)C1=C(C=CC=C1Cl)Cl)C(=O)O[C@@H]1[C@H]2CN[C@@H](C1)C2 (1R,4R,5S)-2-azabicyclo[2.2.1]heptan-5-yl 5-cyclopropyl-3-(2,6-dichlorophenyl)isoxazole-4-carboxylate HCl salt